BrC(CCC)I bromoiodobutane